N1(N=CC=C1)CCCCNC(C1=CC(=CC=C1)N1N=C(N=C1C1=NC=C(C=N1)Br)CC)=O N-(4-(1-1H-pyrazolyl)butyl)-3-(5-(5-bromo-2-pyrimidinyl)-3-ethyl-1-1H-1,2,4-triazolyl)benzamide